C1(CCCCC1)CN1C(CN(CC1)C(=O)OC(C)(C)C)=O tert-butyl 4-(cyclohexylmethyl)-3-oxopiperazine-1-carboxylate